N-[4-[[4-[[2-(6-methyl-2-pyridyl)pyrimidin-4-yl]amino]pyrimidin-2-yl]amino]phenyl]piperidine-4-sulfonamide CC1=CC=CC(=N1)C1=NC=CC(=N1)NC1=NC(=NC=C1)NC1=CC=C(C=C1)NS(=O)(=O)C1CCNCC1